8-(4-Fluorophenyl)guanosine FC1=CC=C(C=C1)C=1N([C@H]2[C@H](O)[C@H](O)[C@@H](CO)O2)C=2N=C(NC(C2N1)=O)N